N-(4-fluoro-5-(((2S,4R)-4-((6-fluoropyridin-3-yl)oxy)-2-methylpyrrolidin-1-yl)methyl)thiazol-2-yl)acetamide FC=1N=C(SC1CN1[C@H](C[C@H](C1)OC=1C=NC(=CC1)F)C)NC(C)=O